C(C)(=O)OC1CN(CCC1)S(=O)(=O)C(F)F 1-difluoromethanesulfonylpiperidin-3-yl acetate